Cl.N1[C@@H](CCC1)C(=O)OC proline, methyl ester hydrochloride